[SiH3]OOC(C(=O)O)(O[SiH3])O[SiH3].C[Si](C)(C)O trimethylsilyl alcohol trisilyloxyglycolate